C(C)(C)(C)N(C(O)=O)CC1=CC=C(C=C1)N1N=C(C=C1Cl)C.N[C@H](C(O[C@H]1C(N(CC1)[C@H]1[C@@H](CN(CC1)C1=NC=C(C=N1)C1CC1)O)=O)([2H])[2H])C (R)-3-((S)-2-aminopropoxy-1,1-d2)-1-((3R,4R)-1-(5-cyclopropylpyrimidin-2-yl)-3-hydroxypiperidin-4-yl)pyrrolidin-2-one tert-butyl-(4-(5-chloro-3-methyl-1H-pyrazol-1-yl)benzyl)carbamate